5-{[(2S)-1-(benzyloxy)propan-2-yl]oxy}-4-bromo-6-oxopyran-2-carboxylic acid C(C1=CC=CC=C1)OC[C@H](C)OC1=C(C=C(OC1=O)C(=O)O)Br